tert-butyl (3-((7-hydroxy-6-(6-(methyl(2,2,6,6-tetramethylpiperidin-4-yl)amino)pyridazin-3-yl)naphthalen-2-yl)oxy)propyl)carbamate OC1=C(C=C2C=CC(=CC2=C1)OCCCNC(OC(C)(C)C)=O)C=1N=NC(=CC1)N(C1CC(NC(C1)(C)C)(C)C)C